OCC1=C(C=CC=C1)NC1=NC=C2NC(N(C2=N1)C1=C(C=CC=C1)OC)=O 2-(2-(Hydroxymethyl)phenylamino)-9-(2-methoxyphenyl)-8-oxo-8,9-dihydro-7H-purine